(1-methylheptyl)(2-ethylhexyl)phosphonic acid CC(CCCCCC)OP(O)(=O)CC(CCCC)CC